CC1(OCCC(C1)C=O)C (2,2-dimethyltetrahydro-2H-pyran-4-yl)methanone